2-(3-indoleacetamido)-N-(4-methoxyphenyl)-1,3-selenazole-5-carboxamide N1C=C(C2=CC=CC=C12)CC(=O)NC=1[Se]C(=CN1)C(=O)NC1=CC=C(C=C1)OC